R-2-aminocyclohexanone N[C@H]1C(CCCC1)=O